tert-butyl 4-(3-hydroxybutyl)piperidine-1-carboxylate OC(CCC1CCN(CC1)C(=O)OC(C)(C)C)C